3-{[(3-aminopropyl)amino]Methyl}-1-({3,4-difluoro-2-[(2-fluoro-4-iodophenyl)amino]Phenyl}carbonyl)azetidin-3-ol NCCCNCC1(CN(C1)C(=O)C1=C(C(=C(C=C1)F)F)NC1=C(C=C(C=C1)I)F)O